C(C)(C)C=1C(=NNC1C=1C=C(C=2N(C1)N=CN2)C)C=2C=C1CCC(CC1=CC2)N(C2COC2)C N-(6-(4-isopropyl-5-(8-methyl-[1,2,4]triazolo[1,5-a]pyridin-6-yl)-1H-pyrazol-3-yl)-1,2,3,4-tetrahydronaphthalen-2-yl)-N-methyloxetan-3-amine